[F-].C(CCCCC)[NH+]1C=C(C=C1)CC 1-Hexyl-3-ethylpyrrolium fluoride